tert-butyl 5-{[2-(4-chlorophenyl)imidazo[1,2-a]pyridin-3-yl]methyl}hexahydropyrrolo[3,4-c]pyrrole-2(1H)-carboxylate ClC1=CC=C(C=C1)C=1N=C2N(C=CC=C2)C1CN1CC2C(C1)CN(C2)C(=O)OC(C)(C)C